spiro[2.3]hexan C1CC12CCC2